N-(1-methyl-3-(pyridin-2-yl)-1H-pyrazol-4-yl)-5'-(methylsulfonyl)-[2,3'-bipyridine]-6-carboxamide CN1N=C(C(=C1)NC(=O)C1=CC=CC(=N1)C=1C=NC=C(C1)S(=O)(=O)C)C1=NC=CC=C1